CC(C)P(=O)C(C)C di(propan-2-yl)-lambda5-phosphanone